C[C@@H]1CN(C[C@@H](N1CC(F)(F)F)C)C1=CC=C(C(=N1)C)NC1C2CC3(CC(CC1C3)C2)N N4-(6-((3R,5S)-3,5-dimethyl-4-(2,2,2-trifluoroethyl)piperazin-1-yl)-2-methylpyridin-3-yl)adamantane-1,4-diamine